tert-Butyl (2R,5'S)-5-hydroxy-5'-methyl-3H-spiro[furo[2,3-c]pyridine-2,3'-pyrrolidine]-1'-carboxylate OC=1C=C2C(=CN1)O[C@]1(CN([C@H](C1)C)C(=O)OC(C)(C)C)C2